2,6-dimethyl-8-phenylquinoline-1-oxide CC1=[N+](C2=C(C=C(C=C2C=C1)C)C1=CC=CC=C1)[O-]